1-(2-(isopropylamino)phenyl)ethan-1-one C(C)(C)NC1=C(C=CC=C1)C(C)=O